C(C)C1=NC2=CC(=CC=C2C(=C1)N(C)CCOC)O 2-ethyl-4-((2-methoxyethyl)(methyl)amino)quinolin-7-ol